3-phosphoinosine P(=O)(O)(O)N1C=NC(C=2N=CN([C@H]3[C@H](O)[C@H](O)[C@@H](CO)O3)C12)=O